tert-butyl 3-(6-(methoxycarbonyl)-2-methylpyridin-3-yl)-3,6-diazabicyclo[3.1.1]heptan-6-carboxylate COC(=O)C1=CC=C(C(=N1)C)N1CC2N(C(C1)C2)C(=O)OC(C)(C)C